CC1C(N(C2CC1C2)C(=O)C2=NC(=CC=C2N2N=CC=N2)C)CN (4-methyl-2-[6-methyl-3-(2H-1,2,3-triazol-2-yl)pyridine-2-carbonyl]-2-azabicyclo[3.1.1]heptan-3-yl)methanamine